[Si](C)(C)(C(C)(C)C)OCCN1C=NC(=C1)I 1-(2-((tert-butyldimethylsilyl)oxy)ethyl)-4-iodo-1H-imidazole